ClC=1C=C(C=CC1F)NC1=NC2=CC=CC=C2C(=N1)N[C@H](C)C(C)(C)C (R)-N2-(3-chloro-4-fluorophenyl)-N4-(3,3-dimethylbutan-2-yl)quinazoline-2,4-diamine